Hexadecanen C=CCCCCCCCCCCCCCC